COC(=O)N1CC(C1)N(C(=O)OC)C1(CC1)C1=CC(=C(C=C1)F)C(F)(F)F Methyl-3-((1-(4-fluoro-3-(trifluoromethyl) phenyl) cyclopropyl) (methoxycarbonyl)amino)azetidin-1-Carboxylat